FC=1C=C(C=CC1C=1N=C2SC3=C(N2C1)C=C(C(=C3)C(NCCCN3CCC(CC3)F)=O)OCCOC)C3N(CCC3)C(=O)OC(C)(C)C tert-butyl 2-(3-fluoro-4-(7-((3-(4-fluoropiperidin-1-yl)propyl)carbamoyl)-6-(2-methoxyethoxy)benzo[d]imidazo[2,1-b]thiazol-2-yl)phenyl)pyrrolidine-1-carboxylate